1-(4-(2,2-Difluoropropyl)piperazin-1-yl)ethan-1-one FC(CN1CCN(CC1)C(C)=O)(C)F